(1-(Dimethylamino)-1-oxopropan-2-yl)zinc CN(C(C(C)[Zn])=O)C